C(C)(C)(C)OC(=O)N1CCN(CC1)C1=C(C=C(C=2N1C=NC2)Cl)C(=O)OC methyl 5-[4-(tert-butoxycarbonyl)piperazin-1-yl]-8-chloroimidazo[1,5-a]pyridine-6-carboxylate